CC1=C(C(=O)P([O-])[O-])C(=CC(=C1)C)C 2,4,6-trimethylbenzoyl-phosphonite